1-cyclopentyl-pyrazolo[3,4-d]Pyrimidin-4-amine C1(CCCC1)N1N=CC=2C1=NC=NC2N